NC1(CCN(CC1)C=1C=C2CN3[C@@H](C2=CC1)CN(C[C@H]3C)C=3C=1N(C(=CC3)C#N)N=CC1)C 4-[(4R,10bS)-8-(4-amino-4-methyl-1-piperidinyl)-4-methyl-3,4,6,10b-tetrahydro-1H-pyrazino[2,1-a]isoindol-2-yl]pyrazolo[1,5-a]pyridine-7-carbonitrile